(3-ethylbenzthiazoline-6-sulfonic acid) diammonium salt [NH4+].[NH4+].C(C)N1CSC2=C1C=CC(=C2)S(=O)(=O)[O-].C(C)N2CSC1=C2C=CC(=C1)S(=O)(=O)[O-]